COC1=C(C=CC(=C1)S(=O)(=O)N1CCOCC1)NCC#CC=1N(C2=CC=CC(=C2C1)NC1CCC(CC1)N(C)C)CC(F)(F)F (1R,4R)-N4-[2-(3-{[2-methoxy-4-(morpholine-4-sulfonyl)phenyl]amino}prop-1-yn-1-yl)-1-(2,2,2-trifluoro-ethyl)-1H-indol-4-yl]-N1,N1-dimethyl-cyclohexane-1,4-diamine